2-benzyl-9-bromo-7-chloro-6-fluoro-4-methyl-1,3,4,5-tetrahydropyrido[4,3-b]indole C(C1=CC=CC=C1)N1CC2=C(NC=3C(=C(C=C(C23)Br)Cl)F)C(C1)C